N-([1,1'-Biphenyl]-4-ylmethyl)-1-(5-cyano-4-hydroxypyridin-2-yl)-1H-pyrazole-4-carboxamide C1(=CC=C(C=C1)CNC(=O)C=1C=NN(C1)C1=NC=C(C(=C1)O)C#N)C1=CC=CC=C1